D-(-)-erythrose C([C@H]([C@H](C=O)O)O)O